[C].[Mg].[Ni] nickel-magnesium carbon